7-bromo-N,N-bis(2,4-dimethoxybenzyl)thiazolo[4,5-c]pyridin-2-amine BrC=1C2=C(C=NC1)N=C(S2)N(CC2=C(C=C(C=C2)OC)OC)CC2=C(C=C(C=C2)OC)OC